2,6-Dibromonicotinic acid BrC1=C(C(=O)O)C=CC(=N1)Br